silicon-palladium [Pd].[Si]